1-benzyl-6-bromo-3,3-dimethylindolin-2-one C(C1=CC=CC=C1)N1C(C(C2=CC=C(C=C12)Br)(C)C)=O